BrC1=CC(=CC=2N1N=CC2)N 7-bromopyrazolo[1,5-a]pyridin-5-amine